FC=1C=C(C=CC1F)N1CCN(CC1)CC=1C=C2CN(C(C2=CC1)=O)C1C(NC(CC1)=O)=O 3-(5-((4-(3,4-difluorophenyl)piperazin-1-yl)methyl)-1-oxoisoindolin-2-yl)piperidine-2,6-dione